2-(4-(3-(3-fluorophenyl)-1,2,4-oxadiazol-5-yl)piperazin-1-yl)-7-methyl-8-nitro-6-(trifluoromethyl)-4H-benzo[e][1,3]thiazin-4-one FC=1C=C(C=CC1)C1=NOC(=N1)N1CCN(CC1)C=1SC2=C(C(N1)=O)C=C(C(=C2[N+](=O)[O-])C)C(F)(F)F